FC=1C(=CC(=NC1)OC)C1=CC(=NN1)C(=O)N1[C@H]2CC(C[C@@H]1CC2)C(=O)NC2CCC1(C(CO1)C(F)(F)F)CC2 (1r,3s,5s)-8-(5-(5-fluoro-2-methoxypyridin-4-yl)-1H-pyrazole-3-carbonyl)-N-(3-(trifluoromethyl)-1-oxaspiro[3.5]non-7-yl)-8-azabicyclo[3.2.1]octane-3-carboxamide